CC(\C=C\CCCC)O (E)-3-octen-2-ol